C1(CC1)N(C1=CC=C(C(=N1)N1N(C(=C(C1=O)NC(C1=CC=C(C=C1)OC(F)F)=O)C1=C(C=C(C=C1F)OC)F)C)C(F)(F)F)C1CC1 N-{2-[6-(dicyclopropylamino)-3-(trifluoromethyl)pyridin-2-yl]-5-(2,6-difluoro-4-methoxyphenyl)-1-methyl-3-oxo-2,3-dihydro-1H-pyrazol-4-yl}-4-(difluoromethoxy)benzamide